FC(CC=1C=NN2C1N=C(N=C2NCC2=CC=C(C=C2)OC)N2CCOCC2)F 8-(2,2-difluoroethyl)-N-[(4-methoxyphenyl)methyl]-2-(morpholin-4-yl)pyrazolo[1,5-a][1,3,5]triazin-4-amine